(6-(3-Chloro-1H-pyrazol-4-yl)-1-(2-(dimethylamino)ethyl)-1H-indazol-3-yl)(6-methoxychroman-3-yl)methanone ClC1=NNC=C1C1=CC=C2C(=NN(C2=C1)CCN(C)C)C(=O)C1COC2=CC=C(C=C2C1)OC